2-methylsulfanyl-7-[(3R,4R)-4-methyltetrahydrofuran-3-yl]pyrrolo[2,3-d]pyrimidine-6-carbonitrile CSC=1N=CC2=C(N1)N(C(=C2)C#N)[C@H]2COC[C@@H]2C